8-((3-cyclopropyl-1-methyl-1H-pyrazol-5-yl)sulfonyl)-3-(2-oxa-6-azaspiro[3.3]hept-6-yl)-1-oxa-8-azaspiro[4.5]decane C1(CC1)C1=NN(C(=C1)S(=O)(=O)N1CCC2(CC(CO2)N2CC3(COC3)C2)CC1)C